1-(5-(1-((2S,6R)-2,6-dimethylmorpholinyl)-3-methylimidazo[1,5-a]quinoxalin-8-yl)pyridin-2-yl)-N3,N3-dimethylpropane-1,3-diamine C[C@H]1CN(C[C@H](O1)C)C1=NC(=C2N1C1=CC(=CC=C1N=C2)C=2C=CC(=NC2)C(CCN(C)C)N)C